N(=C=O)CCCC=C(C(C(O)=CCCCN=C=O)(CO)CO)O bis(4-Isocyanato-n-butylidene)pentaerythritol